BrC1=CC(=CC(=N1)N(C)CC1=CC=C(C=C1)OC)C 6-bromo-N-[(4-methoxyphenyl)methyl]-N,4-dimethylpyridin-2-amine